cis-N1-(5-(imidazo[1,2-b]pyridazin-6-yl)pyrrolo[2,1-f][1,2,4]triazin-2-yl)-N3,N3-dimethylcyclobutane-1,3-diamine N=1C=CN2N=C(C=CC21)C=2C=CN1N=C(N=CC12)N[C@@H]1C[C@@H](C1)N(C)C